FC1=C(C=C(C(=C1)C)C=1C=C(C=2N(C1)C=CN2)N2CCOCC2)NC(=O)C=2C=NN1C2CCCC1 N-(2-Fluoro-4-methyl-5-(8-morpholinoimidazo[1,2-a]pyridin-6-yl)phenyl)-4,5,6,7-tetrahydropyrazolo[1,5-a]pyridine-3-carboxamide